Hafnium tri-n-butoxymethoxide C(CCC)OC([O-])(OCCCC)OCCCC.[Hf+4].C(CCC)OC([O-])(OCCCC)OCCCC.C(CCC)OC([O-])(OCCCC)OCCCC.C(CCC)OC([O-])(OCCCC)OCCCC